2-methyl-2-morpholinyl-(4-methylthiophenyl)propane-1-one CC(C(=O)C=1SC=C(C1)C)(C)N1CCOCC1